methyl 4-(3-amino-3-oxopropyl)-2-methoxybenzoate NC(CCC1=CC(=C(C(=O)OC)C=C1)OC)=O